C1(C=CC=C1)=CC(C)C1C2=CC=CC=C2C=2C=CC=CC12 9-(2-Cyclopenta-2,4-dienylidene-1-methyl-ethyl)-9H-fluorene